6-chloro-7-(4-methylpyrazol-1-yl)-1H-indole-3-sulfonyl chloride ClC1=CC=C2C(=CNC2=C1N1N=CC(=C1)C)S(=O)(=O)Cl